C(C(=C)C)(=O)OCCCCCCCC(F)(F)F trifluoro-n-octyl methacrylate